Methyl 2-((1r,4r)-4-(1,3,4-oxadiazol-2-yl)cyclohexyl)-6-methoxy-2H-indazole-5-carboxylate O1C(=NN=C1)C1CCC(CC1)N1N=C2C=C(C(=CC2=C1)C(=O)OC)OC